[C@H]1([C@@H](CCC2=CC=CC=C12)NC([O-])=O)NC([O-])=O (1S,2R)-1,2,3,4-Tetrahydronaphthalin-1,2-diyl-dicarbamat